NC=1NC(C2=C(N1)NC(=C2C2=CC=CC=1C=COC12)C1=CC=C(C=C1)S(=O)(=O)N(C)C)=O 4-(2-amino-5-(benzofuran-7-yl)-4-oxo-4,7-dihydro-3H-pyrrolo[2,3-d]pyrimidin-6-yl)-N,N-dimethylbenzenesulfonamide